CC(C)(C=O)C dimethyl-3-oxopropan